Methyl 4-(4-(4-amino-1-methyl-1H-pyrrole-2-carboxamido) phenyl)-1-methyl-1H-pyrrole-2-carboxylate NC=1C=C(N(C1)C)C(=O)NC1=CC=C(C=C1)C=1C=C(N(C1)C)C(=O)OC